5-(4-((3-Fluoropyridin-2-yl)methoxy)phenyl)-2-oxo-6-(trifluoromethyl)-1,2-dihydropyridine-3-carboxamide FC=1C(=NC=CC1)COC1=CC=C(C=C1)C=1C=C(C(NC1C(F)(F)F)=O)C(=O)N